BrC=1C=CC(=NC1)C1(CC(C1)(F)F)C#N (5-bromo-2-pyridinyl)-3,3-difluoro-cyclobutanecarbonitrile